hexafluorophosphate sodium salt [Na+].F[P-](F)(F)(F)(F)F